nickel-calcium-magnesium [Mg].[Ca].[Ni]